CN(C1CC2(CN(C2)S(=O)(=O)C=2C(=NC(=NC2)C(F)(F)F)C)C1)C1CC2(COC2)C1 N-methyl-2-((4-methyl-2-(trifluoromethyl)pyrimidin-5-yl)sulfonyl)-N-(2-oxaspiro[3.3]heptan-6-yl)-2-azaspiro[3.3]heptan-6-amine